C(C1=CC=CC=C1)N1C(C=2C=CC=NC2CC1)(C)C 6-benzyl-5,5-dimethyl-5,6,7,8-tetrahydro-1,6-naphthyridine